(S)-4-(5-(3-((4-bromo-2-((S)-3-carboxybutanoyl)-6-methoxyisoindolin-5-yl)oxy)propoxy)-6-methoxybenzo[b]thiophen-2-yl)-2-methyl-4-oxobutanoic acid BrC1=C2CN(CC2=CC(=C1OCCCOC1=CC2=C(SC(=C2)C(C[C@@H](C(=O)O)C)=O)C=C1OC)OC)C(C[C@H](C)C(=O)O)=O